C(OC1=CC=C(C=C1)[N+](=O)[O-])(O[C@H]1C[C@H](CC1)C1=NN(C(=C1)NC(=O)OCC1=CC=CC=C1)C(C)(C)C)=O (4-nitrophenyl) [(1R,3S)-3-[5-(benzyloxycarbonylamino)-1-tert-butyl-pyrazol-3-yl]cyclopentyl] carbonate